BrC=1C=C(C=C2C(N(C(=NC12)C1COCC1)C)=O)C 8-bromo-3,6-dimethyl-2-tetrahydrofuran-3-yl-quinazolin-4-one